C12CC(CC(CC1)N2)OC=2C=C1C(=NC=NC1=CC2OC)NC2=CC(=C(C=C2)OC2=CC=1N(C=C2)N=CN1)C 6-((8-Azabicyclo[3.2.1]octan-3-yl)oxy)-N-(4-([1,2,4]triazolo[1,5-a]pyridin-7-yloxy)-3-methylphenyl)-7-methoxyquinazolin-4-amine